OCC(CCC1=CC(=NC=C1)NC(OC(C)(C)C)=O)(C)C tert-butyl N-[4-(4-hydroxy-3,3-dimethyl-butyl)-2-pyridyl]carbamate